(6'-(2-trityl-2H-tetrazol-5-yl)-[1,1':3',1''-terphenyl]-4-yl)methanol C(C1=CC=CC=C1)(C1=CC=CC=C1)(C1=CC=CC=C1)N1N=C(N=N1)C1=CC=C(C=C1C1=CC=C(C=C1)CO)C1=CC=CC=C1